N1C=CC2=C1C1C(NC2=O)CCC1 5,5a,6,7,8,8a-hexahydrocyclopenta[b]pyrrolo[2,3-d]pyridin-4(1H)-one